C(C)(C)(C)C1=CCC(C=C1)=O 4-tert-butylbenzeneOne